2-(2-(difluoromethoxy)-7-methylquinoxalin-5-yl)-7-methoxythiazolo[4,5-c]pyridine FC(OC1=NC2=CC(=CC(=C2N=C1)C=1SC2=C(C=NC=C2OC)N1)C)F